COC1=C2CC(C(C2=CC=C1)=O)(C(=O)OC)C methyl 4-methoxy-2-methyl-1-oxo-2,3-dihydro-1H-indene-2-carboxylate